C(C)(C)(C)OC(=O)NCCN1CC2=C(CC1)C=C(S2)C(=O)O 6-(2-{[(tert-butoxy)carbonyl]amino}ethyl)-4H,5H,6H,7H-thieno[2,3-c]pyridine-2-carboxylic acid